pentaphenoxy(monofluoro)cyclotriphosphazene O(C1=CC=CC=C1)P1(=NP(=NP(=N1)(F)OC1=CC=CC=C1)(OC1=CC=CC=C1)OC1=CC=CC=C1)OC1=CC=CC=C1